COC1=CC=C(CN(C2=CC(=NC=3N2N=CC3C(=O)O)NC=3C(N(C=CC3)C3=NC=CC=C3)=O)C)C=C1 7-((4-methoxybenzyl)(methyl)amino)-5-((2-oxo-2H-[1,2'-bipyridin]-3-yl)amino)pyrazolo[1,5-a]pyrimidine-3-carboxylic acid